FC=1C(=NC(=NC1)N1N=C(N=C1)C)N1CCN(CC1)C1CN(C1)CC1=CC=C(COC2=C3CN(C(C3=CC=C2)=O)[C@@H]2C(NC(CC2)=O)=O)C=C1 (S)-3-(4-((4-((3-(4-(5-fluoro-2-(3-methyl-1H-1,2,4-triazol-1-yl)pyrimidin-4-yl)piperazin-1-yl)azetidin-1-yl)methyl)benzyl)oxy)-1-oxoisoindol-2-yl)piperidine-2,6-dione